C(C1=CC=CC=C1)N1CCN(C2=CC=CC=C12)C(CN1CCCCC1)=O 1-(4-benzyl-3,4-dihydroquinoxalin-1(2H)-yl)-2-(piperidine-1-yl)ethane-1-one